ethyl 2-methyl-5-oxo-6-phenyl-5,6-dihydro-1,6-naphthyridine-3-carboxylate CC1=NC=2C=CN(C(C2C=C1C(=O)OCC)=O)C1=CC=CC=C1